Cl.CN1C(N(CCC1=O)C1=CC=C(C=C1)N1CCNCC1)=O 3-methyl-1-(4-(piperazin-1-yl)phenyl)dihydropyrimidine-2,4(1H,3H)-dione hydrochloride